FC1(CN(CCC1)C=1C=C(C(=C(C1)N1C(N(C=C1)CC=1C=NN(C1)CC)=O)F)C(F)(F)F)F 1-[5-(3,3-difluoropiperidin-1-yl)-2-fluoro-3-(trifluoromethyl)phenyl]-3-[(1-ethyl-1H-pyrazol-4-yl)methyl]-1,3-dihydro-2H-imidazol-2-one